tert-Butyl exo-3-((4-((4-([1,2,4]triazolo[1,5-a]pyridin-7-yloxy)-3-methylphenyl)amino)pyrido[3,4-d]pyrimidin-6-yl)oxy)-8-azabicyclo[3.2.1]octane-8-carboxylate N=1C=NN2C1C=C(C=C2)OC2=C(C=C(C=C2)NC=2C1=C(N=CN2)C=NC(=C1)OC1CC2CCC(C1)N2C(=O)OC(C)(C)C)C